C1(=CC=CC=C1)OP(=O)(OC1=CC=CC=C1)[O-].C1(=CC=CC=C1)[P+](C1=CC=CC=C1)=O diphenyl-phosphorus oxide diphenyl-phosphate